N'-(6,8-difluoro-3,3-dimethyl-7-(3-methyl-1H-indol-7-yl)-3,4-dihydroquinoxalin-2(1H)-ylidene)pent-3-ynehydrazide FC=1C=C2NC(C(NC2=C(C1C=1C=CC=C2C(=CNC12)C)F)=NNC(CC#CC)=O)(C)C